3-(difluoromethyl)-1-methyl-N-[(3S)-1,1,3-trimethyl-2,3-dihydro-1H-inden-4-yl]-1H-pyrazol-4-carboxamide FC(C1=NN(C=C1C(=O)NC1=C2[C@H](CC(C2=CC=C1)(C)C)C)C)F